8-(4-chloro-2-methylphenyl)-9-(4-((1-(3-fluoropropyl)azetidin-3-yl)methyl)phenyl)-6,7-dihydro-5H-benzo[7]annulene-3-carboxylic acid ClC1=CC(=C(C=C1)C=1CCCC2=C(C1C1=CC=C(C=C1)CC1CN(C1)CCCF)C=CC(=C2)C(=O)O)C